FC(C(=O)O)(F)F.NCC(CNC(=O)C1CCN(CC1)C(C1=C(C=C(C=C1)NC=1C=2N(C=CN1)C(=CN2)C2=CC(=C(C=C2)OC)F)C)=O)O N-(3-amino-2-hydroxypropyl)-1-(4-((3-(3-fluoro-4-methoxyphenyl)imidazo[1,2-a]pyrazin-8-yl)amino)-2-methyl-benzoyl)piperidine-4-carboxamide 2,2,2-trifluoroacetate